pyrimidin-1-yl-ethanol N1(CN=CC=C1)C(C)O